3-(2-(ethyl-(isopropyl)amino)ethyl)-1H-indol-4-ol C(C)N(CCC1=CNC=2C=CC=C(C12)O)C(C)C